C(C1=CC=CC=C1)OCC12OCC(CC1)(CC2)C(CC(C(=O)OCC)=O)=O Ethyl 4-(1-((benzyloxy) methyl)-2-oxabicyclo[2.2.2]oct-4-yl)-2,4-dioxobutyrate